Tert-butyl (3R,4R)-4-(((7-((tert-butoxycarbonyl) ((1-methyl-1H-imidazol-2-yl) methyl) amino)-3-isopropylpyrazolo[1,5-a]pyrimidin-5-yl) amino) methyl)-3-hydroxypiperidine-1-carboxylate C(C)(C)(C)OC(=O)N(C1=CC(=NC=2N1N=CC2C(C)C)NC[C@@H]2[C@H](CN(CC2)C(=O)OC(C)(C)C)O)CC=2N(C=CN2)C